O1CC(C1)N1CC=2NN=C(C2C1)C(=O)N1CCC(CC1)C1=C(C=CC=C1)C(F)(F)F (5-(oxetan-3-yl)-1,4,5,6-tetrahydropyrrolo[3,4-c]pyrazol-3-yl)(4-(2-(trifluoromethyl)phenyl)piperidin-1-yl)methanone